C(C)(C)(C)OC(=O)N1CC2(C1)CCN(CC2)C2=NC=CC=C2 7-(pyridin-2-yl)-2,7-diazaspiro[3.5]nonane-2-carboxylic acid tert-butyl ester